N-(5-chloro-6-fluoro-1H-indol-3-yl)-5-(piperidin-1-yl)isoindoline-2-carboxamide ClC=1C=C2C(=CNC2=CC1F)NC(=O)N1CC2=CC=C(C=C2C1)N1CCCCC1